C(C)(C)(C)OC(=O)NC1=C(C=C(C=C1)C1=CC(=CC=C1)C(F)(F)F)C(=O)O 4-((tert-butoxycarbonyl)amino)-3'-(trifluoromethyl)-[1,1'-biphenyl]-3-carboxylic acid